ClC=1C=C(C=CC1)C1=NN=C(O1)SCCCCOC1=C(OC2=CC(=CC(=C2C1=O)OC)OC)C1=CC(=C(C(=C1)OC)OC)OC 3-(4-((5-(3-chlorophenyl)-1,3,4-oxadiazol-2-yl)thio)butoxy)-5,7-dimethoxy-2-(3,4,5-trimethoxyphenyl)-4H-chromen-4-one